(R)-2-(4-(4-chloropyrazolo[1,5-a]pyridin-2-yl)-1,4,6,7-tetrahydro-5H-imidazo[4,5-c]pyridin-5-yl)-5-(2-fluoropyridin-3-yl)-1,3,4-oxadiazole ClC=1C=2N(C=CC1)N=C(C2)[C@@H]2N(CCC1=C2N=CN1)C=1OC(=NN1)C=1C(=NC=CC1)F